CC1=CC=C(C=N1)C1=NN=C(O1)C1CC2(CC(C2)N)C1 6-(5-(6-methylpyridin-3-yl)-1,3,4-oxadiazol-2-yl)spiro[3.3]heptan-2-amine